C1(CCCCC1)NC1=C(C=C(C=C1)S(=O)(=O)NC)C=1N=NN(N1)C1CCCC1 4-(Cyclohexylamino)-3-(2-cyclopentyl-2H-tetrazol-5-yl)-N-methylbenzenesulfonamide